CN(C1=CC2=C(NC(=N2)SCC2=NC=CC(=C2C)OCCCOC)C=C1)C 5-(dimethylamino)-2-[({4-[(3-methoxypropyl)oxy]-3-methylpyridin-2-yl}methyl)thio]-1H-benzo[d]imidazole